(S)-2'-oxo-1',2',4,6-Tetrahydrospiro[cyclopenta[b]thiophene-5,3'-pyrrolo[2,3-b]pyridine]-2-carboxylic acid O=C1[C@@]2(C=3C(=NC=CC3)N1)CC1=C(SC(=C1)C(=O)O)C2